bis-phenylhexanesulfonate C1(=CC=CC=C1)C(CCCCC)(S(=O)(=O)[O-])C1=CC=CC=C1